CN1C2C(CC1)CNC2 1-methyl-3,3a,4,5,6,6a-hexahydro-2H-pyrrolo[3,4-b]pyrrole